Methyl-4-(2,5-dichloropyrimidin-4-yl)-1H-pyrrole tert-butyl-4-({4-ethoxy-2-[4-(methoxycarbonyl)-2-(methylamino)phenyl]piperidin-1-yl}methyl)-5-methoxy-7-methylindole-1-carboxylate C(C)(C)(C)OC(=O)N1C=CC2=C(C(=CC(=C12)C)OC)CN1C(CC(CC1)OCC)C1=C(C=C(C=C1)C(=O)OC)NC.CN1C=CC(=C1)C1=NC(=NC=C1Cl)Cl